C(C)C(COC=1C=C(OCCN(CCCCCO)CCO)C=C(C1)CCCCCCCCCCCCCCC)CCCC 5-((2-(3-((2-ethylhexyl)oxy)-5-pentadecylphenoxy)ethyl)(2-hydroxyethyl)amino)pentan-1-ol